IC1=CC=C(C=C1)N(C1=C(C=C(C=C1)O)Br)C 4-((4-iodophenyl)(methyl)amino)-3-bromophenol